rac-2-{6-bromoimidazo[1,2-a]pyridine-2-yl}-4-methoxy-1-methylpyrrolidine BrC=1C=CC=2N(C1)C=C(N2)C2N(CC(C2)OC)C